N-(2-cyclopropylisoindolin-5-yl)-6-methyl-8-(2,6-diazaspiro[3.4]octan-2-yl)pyrido[3,4-d]pyrimidin-2-amine C1(CC1)N1CC2=CC=C(C=C2C1)NC=1N=CC2=C(N1)C(=NC(=C2)C)N2CC1(C2)CNCC1